O=C(OCC1=CC=CC=C1)NCCOCCC(NCCOCC(NCCOCC(=O)OC(C)(C)C)=O)=O tert-butyl 3,10,16-trioxo-1-phenyl-2,7,14,20-tetraoxa-4,11,17-triazadocosan-22-oate